C=C1CCC(C=2N(C1)N=C1C2CN(CC1)C(=O)OC(C)(C)C)=O tert-Butyl 8-methylene-11-oxo-3,4,8,9,10,11-hexahydro-1H-pyrido[4',3':3,4]pyrazolo-[1,5-a]azepine-2(7H)-carboxylate